2-(4-amino-2-chlorophenyl)hexahydrocyclopenta[c]pyrrol-5(1H)-one NC1=CC(=C(C=C1)N1CC2C(C1)CC(C2)=O)Cl